ClC=1C=C2C(=NC1)NC[C@]21[C@@H](C1)C |r| (1RS,2RS)-5'-chloro-2-methyl-1',2'-dihydrospiro[cyclopropane-1,3'-pyrrolo[2,3-b]pyridine]